N-(4'-((2-(1,1-difluoroethyl)-6-methylpyrimidin-4-yl)amino)-5-((dimethylamino)methyl)-[2,3'-bipyridyl]-6'-yl)acetamide FC(C)(F)C1=NC(=CC(=N1)NC1=C(C=NC(=C1)NC(C)=O)C1=NC=C(C=C1)CN(C)C)C